[N+](=O)([O-])C1=C(C(=O)O)C=C(C(=C1)C(=O)O)[N+](=O)[O-] 2,5-dinitroterephthalic acid